C(C)OC1=C(C=CC=C1)C1=NC=2CN(C[C@]3(C2C=C1)[C@@H](CN(CC3)C3=C(C(=CC=C3)OC)C(F)(F)F)CC)C(=O)OCC3=CC=CC=C3 |r| rac-benzyl (3S,4S)-2'-(2-ethoxyphenyl)-3-ethyl-1-(3-methoxy-2-(trifluoromethyl)phenyl)-6'H-spiro[piperidine-4,5'-[1,7]naphthyridine]-7'(8'H)-carboxylate